2-(3-(4-isopropylpyridin-2-yl)-1,2,4-thiadiazol-5-ylamino)-N,N-dimethyl-5-(trifluoromethyl)nicotinamide C(C)(C)C1=CC(=NC=C1)C1=NSC(=N1)NC1=C(C(=O)N(C)C)C=C(C=N1)C(F)(F)F